CC1(C(C2(CCC1)C(C=C(CC2)C)C)=O)C 2,2,7,9-Tetramethylspiro[5.5]undec-8-en-1-one